CC(COCC(=C)C)=C mono(2-methyl-2-propenyl) ether